C(C)C=1C=C(CC=2C=C(C=C(C2O)CC)CC2=CC(=C(C(=C2)CC)O)CC2=CC(=C(C(=C2)CC)O)CC)C=C(C1O)CC bis[3-(3,5-diethyl-4-hydroxybenzyl)-4-hydroxy-5-ethylphenyl]methane